(S)-1-benzyl-N-(7-((4-hydroxytetrahydro-2H-pyran-4-yl)ethynyl)-5-methyl-4-oxo-2,3,4,5-tetrahydrobenzo[b][1,4]oxazepin-3-yl)-1H-1,2,4-triazole-3-carboxamide C(C1=CC=CC=C1)N1N=C(N=C1)C(=O)N[C@@H]1C(N(C2=C(OC1)C=CC(=C2)C#CC2(CCOCC2)O)C)=O